C1(CCCCC1)C=1C=CC(=NC1)CN(C(=O)[C@@H]1N(CC1)C(=O)OC(C)(C)C)C1=CC=C(C=C1)F tert-butyl (R)-2-(((5-cyclohexylpyridin-2-yl)methyl)(4-fluorophenyl)carbamoyl)azetidine-1-carboxylate